ClC=1C(=NC(=NC1)NC1=CC=C(C=C1)N1CCN(CC1)C(C=O)(C)C)C(=O)NC1=C(C=CC=C1OC)C#N 5-chloro-N-(2-cyano-6-methoxyphenyl)-2-((4-(4-(2-methyl-1-oxopropan-2-yl)piperazin-1-yl)phenyl)amino)pyrimidine-4-carboxamide